C(CCCCCCCCCCCCC)OC(CCCCCCCCCCCCCCCCC)=O tetradecyloctadecanoate